1-[(5-methylisoxazol-3-yl)methyl]-6-[3-(trifluoromethyl)phenyl]-3H-imidazo[4,5-b]pyridin-2-one CC1=CC(=NO1)CN1C(NC2=NC=C(C=C21)C2=CC(=CC=C2)C(F)(F)F)=O